BrC1=CC(=C(C(=C1)F)[Si](C)(C)C)F (4-bromo-2,6-difluoro-phenyl)-trimethyl-silane